CC1=C(C(=CC=C1)C)C1=NC=2NS(C3=CC=CC(C(N4CCN(CC(OC(=C1)N2)[C@H]4C)C(=O)OCC4=CC=CC=C4)=O)=C3)(=O)=O Benzyl (21R)-12-(2,6-dimethylphenyl)-21-methyl-2,8,8-trioxo-15-oxa-8λ6-thia-1,9,11,18,22-pentaazatetracyclo[14.4.1.13,7.110,14]tricosa-3(23),4,6,10(22),11,13-hexaene-18-carboxylate